3-chloro-4-2-triazolylaniline ClC=1C=C(N)C=CC1N1N=CC=N1